1-(4-fluorophenylethyl)-3-(thiazol-2-yl)urea FC1=CC=C(C=C1)CCNC(=O)NC=1SC=CN1